(4S)-2-Benzyl 1-tert-butyl 4-(benzyloxy)-2-(but-2-enyl)pyrrolidine-1,2-dicarboxylate C(C1=CC=CC=C1)O[C@H]1CC(N(C1)C(=O)OC(C)(C)C)(C(=O)OCC1=CC=CC=C1)CC=CC